COC1=CC=C(C=C1)CC=1N=C(C2=CC=CC=C2C1)N [(4-methoxyphenyl)methyl]isoquinolin-1-amine